FC(OC1=C(C=CC(=C1C)F)[C@@H]1[C@H](O[C@@]([C@H]1C)(C(F)(F)F)C)C(=O)NC1=CC(=NC=C1)C(=O)N)F 4-((2S,3R,4S,5S)-3-(2-(difluoromethoxy)-4-fluoro-3-methylphenyl)-4,5-dimethyl-5-(trifluoromethyl)tetrahydrofuran-2-carboxamido)picolinamide